(2S)-2-(4-{[4-(trifluoromethyl)-1,3-thiazol-2-yl]amino}phenyl)propionic acid FC(C=1N=C(SC1)NC1=CC=C(C=C1)[C@@H](C(=O)O)C)(F)F